BrC1=CC=C(C=C1)C=1C(=NC(=NC1)NC=1C=NN(C1)CCO)NC=1C=C(C=CC1F)NC(C=C)=O N-(3-((5-(4-bromophenyl)-2-((1-(2-hydroxyethyl)-1H-pyrazol-4-yl)amino)pyrimidin-4-yl)amino)-4-fluorophenyl)acrylamide